(benzyloxy)-6-bromo-5-fluoro-3,4-dihydroisoquinolin-1(2H)-one C(C1=CC=CC=C1)ON1C(C2=CC=C(C(=C2CC1)F)Br)=O